1-Isopropoxycarbonyl 5-[4-[[2-[2-[tert-butoxycarbonyl(2,2,2-trifluoroethyl)amino]-4-pyridyl] oxazole-4-carbonyl]amino]-1-methyl-pyrazol-3-yl]pyridine-3-carboxylate C(C)(C)(C)OC(=O)N(C1=NC=CC(=C1)C=1OC=C(N1)C(=O)NC=1C(=NN(C1)C)C=1C=C(C=NC1)C(=O)OC(=O)OC(C)C)CC(F)(F)F